tert-Butyl 4-(4-bromo-2-(difluoromethoxy)phenyl)piperazine-1-carboxylate BrC1=CC(=C(C=C1)N1CCN(CC1)C(=O)OC(C)(C)C)OC(F)F